tert-butyl 3-[5-fluoro-6-[7-fluoro-3-(methoxymethoxy)-8-(2-triisopropylsilylethynyl)-1-naphthyl]-3-(oxetan-3-yl)-2,7-naphthyridin-1-yl]-3,8-diazabicyclo[3.2.1]octane-8-carboxylate FC1=C2C=C(N=C(C2=CN=C1C1=CC(=CC2=CC=C(C(=C12)C#C[Si](C(C)C)(C(C)C)C(C)C)F)OCOC)N1CC2CCC(C1)N2C(=O)OC(C)(C)C)C2COC2